trans-N-(4-(4-chlorophenyl)-1-methylpyrrolidin-3-yl)-3-hydroxy-2,2-dimethylpropionamide ClC1=CC=C(C=C1)[C@H]1[C@@H](CN(C1)C)NC(C(CO)(C)C)=O